lithium 5-(5-(6,8-dimethyl-7-oxo-2-(tetrahydro-2H-pyran-4-yl)-7,8-dihydro-1,8-naphthyridin-4-yl)-5,6,7,8-tetrahydropyrido[3,2-d]pyrimidin-2-yl)picolinate CC1=CC=2C(=CC(=NC2N(C1=O)C)C1CCOCC1)N1CCCC=2N=C(N=CC21)C=2C=CC(=NC2)C(=O)[O-].[Li+]